tert-butyl-cis-5-aminocyclopenta[C]pyrrole C(C)(C)(C)C1=NC=C2C1=CC(=C2)N